2-((tert-butoxycarbonyl)amino)-3-(2-cyano-4-fluorophenyl)propanoic acid C(C)(C)(C)OC(=O)NC(C(=O)O)CC1=C(C=C(C=C1)F)C#N